2,4-bis[4-(1-naphthyl)phenyl]-6-[4-(3-pyridinyl)phenyl]pyrimidine C1(=CC=CC2=CC=CC=C12)C1=CC=C(C=C1)C1=NC(=CC(=N1)C1=CC=C(C=C1)C1=CC=CC2=CC=CC=C12)C1=CC=C(C=C1)C=1C=NC=CC1